(E)-1-(4-(trifluoromethyl)phenyl)-1-pentanol FC(C1=CC=C(C=C1)C(CCCC)O)(F)F